N1CCC(CC1)OC1CCNCC1 4-(piperidin-4-yloxy)-piperidine